C(CCCCCCCCCCCCCCCCC(C)C)(=O)O isoicosanoic acid